N-methyl-1,2,3,4-tetrahydroisoquinoline-6-sulfonamide CNS(=O)(=O)C=1C=C2CCNCC2=CC1